NCCCOC1=NC(=CC(=C1C1=CC(=NN1)NC=1N=CC(=NC1)C#N)OC)Cl 5-({5-[2-(3-aminopropoxy)-6-chloro-4-methoxypyridin-3-yl]-1H-pyrazol-3-yl}amino)pyrazine-2-carbonitrile